C(C)C(CO)(CCCC)O 2-Ethylhexan-1,2-diol